N[C@@H]1C2=CC=CC=C2CC12CCN(CC2)C2=CN=C(N=N2)SC=2C(=C1C(N(C=NC1=CC2)CCOC)=O)Cl (S)-6-((6-(1-amino-1,3-dihydrospiro[indene-2,4'-piperidin]-1'-yl)-1,2,4-Triazin-3-yl)thio)-5-chloro-3-(2-methoxyethyl)quinazolin-4(3H)-one